benzyl (S)-4-((2-(tert-butoxy)-2-oxo-1-phenylethyl)((((di-tert-butoxyphosphoryl)oxy)methoxy)carbonyl)amino)butanoate C(C)(C)(C)OC([C@H](C1=CC=CC=C1)N(CCCC(=O)OCC1=CC=CC=C1)C(=O)OCOP(=O)(OC(C)(C)C)OC(C)(C)C)=O